(5S)-{[2-(4-Carboxyphenyl)ethyl][2-(2-{[3-chloro-4'-(trifluoromethyl)biphenyl-4-yl]methoxy}phenyl)-ethyl]amino}-5,6,7,8-tetrahydroquinoline-2-carboxylic acid dihydrate O.O.C(=O)(O)C1=CC=C(C=C1)CCN(CCC1=C(C=CC=C1)OCC1=C(C=C(C=C1)C1=CC=C(C=C1)C(F)(F)F)Cl)C=1C(=NC=2CCCCC2C1)C(=O)O